7-(4-(2,2-difluoroethoxy)-5-(8-methyl-8-azabicyclo[3.2.1]oct-3-yl)-1H-benzo[d]imidazol-2-yl)-6-methoxy-1H-pyrrolo[3,2-c]pyridin FC(COC1=C(C=CC=2NC(=NC21)C=2C1=C(C=NC2OC)C=CN1)C1CC2CCC(C1)N2C)F